N-((5-(5-(difluoromethyl)-1,3,4-oxadiazol-2-yl)thiazol-2-yl)methyl)-N-(4,6-dimethylpyrimidin-2-yl)ethanesulfonamide FC(C1=NN=C(O1)C1=CN=C(S1)CN(S(=O)(=O)CC)C1=NC(=CC(=N1)C)C)F